N(C1=CC=CC=C1)C1=CC=2C3(C4=CC=C(C=C4OC2C=C1C)N(CCCC)CCCC)OC(=O)C1=CC=CC=C13 2'-anilino-6'-(dibutylamino)-3'-methylspiro[phthalid-3,9'-xanthene]